C(CCC)(=O)OOC1=CC=C(C=C1)Cl 4-chlorophenoxy butanoate